6-(4-cyclopropyl-1H-imidazol-1-yl)-2-(2-(4-isopropyl-4H-1,2,4-triazol-3-yl)thiazol-4-yl)-isoindolin-1-one C1(CC1)C=1N=CN(C1)C1=CC=C2CN(C(C2=C1)=O)C=1N=C(SC1)C1=NN=CN1C(C)C